N-[4-(4-cyanophenoxy)-3-(6-methyl-7-oxo-6,7-dihydro-1H-pyrrolo[2,3-c]pyridin-4-yl)phenyl]ethanesulfonamide C(#N)C1=CC=C(OC2=C(C=C(C=C2)NS(=O)(=O)CC)C=2C3=C(C(N(C2)C)=O)NC=C3)C=C1